1-[4-(3,5-dichlorophenyl)piperazin-1-yl]-2-isopropyl-pentane-1,4-dione ClC=1C=C(C=C(C1)Cl)N1CCN(CC1)C(C(CC(C)=O)C(C)C)=O